7-Oxa-2-aza-spiro[4.5]decane-2-carboxylic acid [4-methoxy-7-(tetrahydro-pyran-4-yl)-thiazolo[4,5-c]pyridin-2-yl]-amide COC1=NC=C(C2=C1N=C(S2)NC(=O)N2CC1(CC2)COCCC1)C1CCOCC1